2-((tert-butoxycarbonyl)amino)-3-(oxazol-5-yl)propanoic acid C(C)(C)(C)OC(=O)NC(C(=O)O)CC1=CN=CO1